silyl-1-trimethoxysilylpropane [SiH3]C(CC)[Si](OC)(OC)OC